[3-chloro-2-methyl-phenyl]-(4-methyl-4,5-dihydro-3H-pyrrol-2-yl)-amine ClC=1C(=C(C=CC1)NC1=NCC(C1)C)C